6-[8-(1,3-benzothiazol-2-ylcarbamoyl)-3,4-dihydroisoquinolin-2(1H)-yl]-3-(1-(5-methoxy-3,7-dimethyltricyclo[3.3.1.13,7]dec-1-yl)-5-methyl-1H-pyrazol-4-yl)pyridine-2-carboxylic acid S1C(=NC2=C1C=CC=C2)NC(=O)C=2C=CC=C1CCN(CC21)C2=CC=C(C(=N2)C(=O)O)C=2C=NN(C2C)C21CC3(CC(CC(C2)(C3)C)(C1)OC)C